FCCOC(OCCF)(OCCF)OCCF tetrakis(2-fluoroethoxy)-methane